C1(CC1)C(=O)NC1=CC(=C(N=N1)C(=O)NC([2H])([2H])[2H])NC1=C(C(=CC=C1)C1=NC(=NO1)[C@@H](CO)NC(C)=O)OC 6-Cyclopropanecarboxamido-4-[(3-{3-[(1S)-1-acetamido-2-hydroxyethyl]-1,2,4-oxadiazol-5-yl}-2-methoxyphenyl)amino]-N-(2H3)methylpyridazine-3-carboxamide